1-[2-(4-chloro-3-methylphenyl)-3-(pyridin-4-yl)-6,7-dihydropyrazolo[1,5-a]pyrazin-5(4H)-yl]prop-2-en-1-one ClC1=C(C=C(C=C1)C1=NN2C(CN(CC2)C(C=C)=O)=C1C1=CC=NC=C1)C